BrC1=CC=C(C=N1)[C@H](C(F)(F)F)NC (1R)-1-(6-bromo-3-pyridyl)-2,2,2-trifluoro-N-methyl-ethanamine